ClC1=CC(=C(COC2=CC=CC(=N2)C2=CCN(CC2)CC2=NC3=C(N2C[C@H]2OCC2)C=C(C=C3)C3=NN=NN3)C=C1)F (S)-2-((4-(6-(4-chloro-2-fluorobenzyloxy)pyridin-2-yl)-5,6-dihydropyridin-1(2H)-yl)methyl)-1-(oxetan-2-ylmethyl)-6-(1H-tetrazol-5-yl)-1H-benzo[d]imidazole